ClC1=CC=C(S1)C1=NN=C(O1)NC(C1=CC=C(C=C1)OC(F)(F)F)=O N-(5-(5-chlorothiophen-2-yl)-1,3,4-oxadiazol-2-yl)-4-(trifluoromethoxy)benzamide